4-(4,6-dimethoxypyrimidin-5-yl)benzoic acid COC1=NC=NC(=C1C1=CC=C(C(=O)O)C=C1)OC